O[C@H]1[C@H]2[C@@H]3CC[C@H]([C@@H](CC[C@@H](C(C)C)O)C)[C@]3(CC[C@@H]2[C@]2(CCC(C=C2C1)=O)C)C 7α,24(S)-dihydroxy-4-cholesten-3-one